C(CC)[C@@H](C#N)CCCCC |r| (+-)-2-propyl-heptanenitrile